C(C)(C)(C)OC(=O)N1CCC(CC1)N1N=C(C=C1)CSC1=C(C=C(C=C1)C(=O)OC)I.O1CCN(CC1)CCOC1=CC2=C(N(C=N2)C2=NC=CC=C2C(=O)N)C=C1 5-(2-morpholinoethoxy)benzimidazol-1-yl-pyridine-3-carboxamide tert-butyl-4-(3-(((2-iodo-4-(methoxycarbonyl)phenyl)thio)methyl)-1H-pyrazol-1-yl)piperidine-1-carboxylate